(R)-6-(4-fluoro-3-isopropyl-5-(2-methyl-4-propylpiperazin-1-yl)-1H-pyrrolo[2,3-c]pyridin-2-yl)-8-methoxy-[1,2,4]triazolo[1,5-a]pyridine FC1=C2C(=CN=C1N1[C@@H](CN(CC1)CCC)C)NC(=C2C(C)C)C=2C=C(C=1N(C2)N=CN1)OC